O=C1N(CCC(N1)=O)C1=CN=C2N1C=CC(=C2)CCCCC2CCN(CC2)C(=O)OC(C)(C)C tert-butyl 4-[4-[3-(2,4-dioxohexahydropyrimidin-1-yl)imidazo[1,2-a]pyridine-7-yl]butyl]piperidine-1-carboxylate